FC1(CC(N(C1)C1=C(C(=NC=N1)NCC1C(CN(CC1)CC(=O)N)(F)F)F)C1=NC=C(C=C1)C(F)(F)F)F 2-(4-(((6-(4,4-difluoro-2-(5-(trifluoromethyl)pyridin-2-yl)pyrrolidin-1-yl)-5-fluoropyrimidin-4-yl)amino)methyl)-3,3-difluoropiperidin-1-yl)acetamide